ClC=1C=CC(=C(C1)C=1N=CC=2OCCN(C2N1)C1=CC=NC=C1C#N)F 4-(2-(5-chloro-2-fluorophenyl)-6,7-dihydro-8H-pyrimido[5,4-b][1,4]oxazin-8-yl)nicotinonitrile